BrC1=C(C=C(C(=O)OC(C)(C)C)C=C1)C1CC1 tert-butyl 4-bromo-3-cyclopropylbenzoate